(rac)-6-(Imidazo[1,2-a]pyridin-2-ylethynyl)-4-methoxy-2,2-dimethyl-3,4-dihydro-2H-pyrano[2,3-b]pyridine N=1C(=CN2C1C=CC=C2)C#CC=2C=C1C(=NC2)OC(C[C@H]1OC)(C)C |r|